BrC(C)C=1C=C(C=C2C(C(=C(OC12)C(C)C)C)=O)C 8-(1-bromoethyl)-2-isopropyl-3,6-dimethyl-chromen-4-one